2-(4-bromo-3-fluorophenyl)-1-(pyrrolidin-1-yl)ethan-1-one BrC1=C(C=C(C=C1)CC(=O)N1CCCC1)F